COC(CC1=CC(=C(C=C1)OC)NC1=NC2=CC(=C(C(=C2C=N1)N)F)C1=C(C2=C(OCCN2)N=C1)C)=O.N(=C=O)C1=CC=C(C=C1)CC1=CC=C(C=C1)N=C=O 1-isocyanato-4-[(4-isocyanatophenyl)methyl]benzene methyl-(3-{[5-amino-6-fluoro-7-(8-methyl-2,3-dihydro-1H-pyrido[2,3-b][1,4]oxazin-7-yl)quinazolin-2-yl]amino}-4-methoxyphenyl)acetate